ClC1=NC=C(C(=N1)C1=CNC2=C(C=CC=C12)NC(C(COC)N1CCN(CC1)C)=O)F N-[3-(2-chloro-5-fluoropyrimidin-4-yl)-1H-indol-7-yl]-3-methoxy-2-(4-methylpiperazin-1-yl)propanamide